5-fluoro-1-(methylsulfonyl)spiro[indoline-3,4'-piperidine]-1'-carboxylic acid benzyl ester C(C1=CC=CC=C1)OC(=O)N1CCC2(CC1)CN(C1=CC=C(C=C12)F)S(=O)(=O)C